benzyl-3,6-dimethyl-1H-pyrazolo[3,4-b]Pyridin-4-ol C(C1=CC=CC=C1)N1N=C(C2=C1N=C(C=C2O)C)C